OC=1C(=C(C(=O)C2=CC=CC=C2)C=CC1)CC(C)C hydroxy-2-methylpropyl-benzophenone